2-(2,6-dioxopiperidin-3-yl)-5-((4-(4-(1-isopropyl-6-((2-(4-methoxypiperidine-1-yl)pyrimidin-4-yl)amino)-1H-pyrazolo[4,3-c]pyridin-3-yl)piperazin-1-yl)piperidin-1-yl)methyl)isoindole O=C1NC(CCC1N1C=C2C=CC(=CC2=C1)CN1CCC(CC1)N1CCN(CC1)C1=NN(C2=C1C=NC(=C2)NC2=NC(=NC=C2)N2CCC(CC2)OC)C(C)C)=O